C(C=C)(=O)N1[C@H](CN(CC1)C=1C2=C(N=C(N1)OC[C@H]1N(CCC1)C)CN(C2)CC2=C(C=CC(=C2)O)F)CC#N 2-((S)-1-acryloyl-4-(6-(2-fluoro-5-hydroxybenzyl)-2-(((S)-1-methylpyrrolidin-2-yl)methoxy)-6,7-dihydro-5H-pyrrolo[3,4-d]pyrimidin-4-yl)piperazin-2-yl)acetonitrile